N-(2,4-dimethoxybenzyl)methylamine COC1=C(CNC)C=CC(=C1)OC